ClC1=C(C=C(C=C1)C1CC(N(CC1)C1=NN(C=C1)C1=CC=NC=C1)=O)F 4-(4-chloro-3-fluorophenyl)-1-(1-(pyridin-4-yl)-1H-pyrazol-3-yl)piperidin-2-one